N2-(2,4-dimethoxybenzyl)-N4-(9-ethyl-9H-carbazol-3-yl)pyrimidine-2,4-diamine COC1=C(CNC2=NC=CC(=N2)NC=2C=CC=3N(C4=CC=CC=C4C3C2)CC)C=CC(=C1)OC